C1(CC1)OC\C(\C1=CC(=CC=C1)OC(F)F)=N/[S@](=O)C(C)(C)C (R,Z)-N-(2-cyclopropoxy-1-(3-(difluoromethoxy)phenyl)ethylidene)-2-methylpropane-2-sulfinamide